Br/C(=C(\C1=CC=C(C=C1)OC)/OC(C(C)=O)=O)/[Si](C(C)C)(C(C)C)C(C)C (E)-2-Bromo-1-(4-methoxyphenyl)-2-(triisopropylsilyl)vinyl-2-oxopropanoate